FC=1C(=NC2=CN=CC=C2C1O)O 3-fluoro-1,7-naphthyridine-2,4-diol